C1(CC1)C=1SC(=CN1)S(=O)(=O)N1CC2(C1)CN(C2)C2CCOCC2 2-cyclopropyl-5-((6-(tetrahydro-2H-pyran-4-yl)-2,6-diazaspiro[3.3]heptan-2-yl)sulfonyl)thiazole